NC1=CC(=C(OC=2C=C3C4(CNC3=CC2)C(C4)C)C(=C1)Cl)Cl 5'-(4-amino-2,6-dichlorophenoxy)-2-methyl-spiro[cyclopropane-1,3'-indoline]